6-isopropoxy-2-methylpyridine C(C)(C)OC1=CC=CC(=N1)C